NC1=C2C(=NC=N1)N(N=C2C)C(C)C=2C(=C(C(=C(C2)Cl)C)C2CN(C2)C[C@H](C)O)OCC (2S)-1-(3-{3-[1-(4-amino-3-methyl-1H-pyrazolo[3,4-d]pyrimidin-1-yl)ethyl]-5-chloro-2-ethoxy-6-methylphenyl}azetidin-1-yl)propan-2-ol